BrC=1C=C(C(=C(C1)C1SCCCS1)OCC1=CC=C(C=C1)OC)F 2-(5-bromo-3-fluoro-2-(4-methoxyphenylmethyloxy)phenyl)-1,3-dithiane